1,3-bis-aminopropyl-tetramethyldisilane NC(CCN)[SiH]([Si](C)(C)C)C